8-bromobenzo[b]naphtho[2,1-d]thiophene BrC1=CC2=C(SC3=C2C=CC=2C=CC=CC23)C=C1